C1=CC=CC2=CC3=CC=CC=C3C=C12 r-anthracene